tert-butyl 2-(diethoxyphosphoryl)-4-((1-(hydroxyamino)nonylidene)amino)-4-oxobutanoate C(C)OP(=O)(OCC)C(C(=O)OC(C)(C)C)CC(=O)N=C(CCCCCCCC)NO